[SiH2]1CCCCCCC1 silocane